Ethyl-3-acetamido-2-hydroxy-4-phenyl-2-(trifluoromethyl)-2H-chromene-6-carboxylate C(C)OC(=O)C=1C=C2C(=C(C(OC2=CC1)(C(F)(F)F)O)NC(C)=O)C1=CC=CC=C1